tert-butyl (2S,7R)-2-({1-cyano-2-[6-(3-methyl-2-oxo-1,3-benzoxazol-5-yl)-1H-indol-2-yl]ethyl}carbamoyl)-7-methoxy-1,4-oxazocane-4-carboxylate C(#N)C(CC=1NC2=CC(=CC=C2C1)C=1C=CC2=C(N(C(O2)=O)C)C1)NC(=O)[C@H]1OC[C@@H](CCN(C1)C(=O)OC(C)(C)C)OC